(2S,5'R)-7-chloro-3',4-dimethoxy-6-(2-methoxyethoxy)-5'-methyl-spiro[benzofuran-2,4'-cyclohex-2-ene]-1',3-dione ClC1=C(C=C(C=2C([C@]3(C(=CC(C[C@H]3C)=O)OC)OC21)=O)OC)OCCOC